chloromethyl-trifluoropropyl-dimethyl-silane ClC[Si](C)(C)CCC(F)(F)F